COC(=O)C1=NN(C(C(=C1)C(=C)C)=O)C=1C=NC=C(C1)C=1N(N=NC1)C.ClC=1C=C(CCN2C[C@H]([C@@H](CC2)OC)COC2=CC=C(C=C2)S(=O)(=O)C)C=CC1 trans-1-(3-chlorophenethyl)-4-methoxy-3-((4-(methylsulfonyl)phenoxy)methyl)piperidine Methyl-5-isopropenyl-1-[5-(3-methyltriazol-4-yl)-3-pyridyl]-6-oxo-pyridazine-3-carboxylate